C(C)(=O)C1=NN(C2=CC=C(C=C12)C=1C=NC(=NC1)N(C)C)CC(=O)N(C1CC1)CC(=O)NCC1=C(C(=CC=C1)Cl)F 2-(3-acetyl-5-(2-(dimethylamino)pyrimidin-5-yl)-1H-indazol-1-yl)-N-(2-((3-chloro-2-fluorophenylmethyl)amino)-2-oxoethyl)-N-cyclopropylacetamide